[Na+].C(CCCCCCCCCCC)(=O)N[C@@H](CCC(=O)[O-])C(=O)[O-].[Na+] N-lauroyl-glutamic acid sodium salt